CC=1C=C(N=NC1)C(C)=O 1-(5-Methylpyridazin-3-yl)ethanone